[N+](=O)([O-])C1=CC=C(C=C1)C1=NC=C(C=N1)C1=CC=C(C=C1)[N+](=O)[O-] 2,5-di(4-nitrophenyl)pyrimidine